COC=1C=C2CN(CC2=CC1)C1=NC=CC(=N1)C1=NC=CC(=N1)/C=C/C1=CC=NC2=CC=CC=C12 (E)-4-(2-(2'-(5-Methoxyisoindolin-2-yl)-[2,4'-bipyrimidin]-4-yl)vinyl)quinoline